acryloyloxy butyl thiophosphate P(=S)(OOC(C=C)=O)(OCCCC)[O-]